[O-2].[Ti+4].[Sc+3] scandium-titanium oxide